(S)-1-(2-((S)-3-((5-Chlorochinolin-8-yl)oxy)pyrrolidin-1-yl)acetyl)pyrrolidin-2-carbonitril ClC1=C2C=CC=NC2=C(C=C1)O[C@@H]1CN(CC1)CC(=O)N1[C@@H](CCC1)C#N